C(#N)C1=CC=C(OC=2C=CC(=NC2)C(C(=O)OCC)(F)F)C=C1 ethyl 2-(5-(4-cyanophenoxy) pyridin-2-yl)-2,2-difluoroacetate